C(C)S(=O)(=O)N1CC2(C1)CC(C2)CC2=C(C=C(C=C2)NC(OCC2=CN=CO2)=O)F oxazol-5-ylmethyl (4-((2-(ethylsulfonyl)-2-azaspiro[3.3]heptan-6-yl)methyl)-3-fluorophenyl)carbamate